C(C)(C)(C)OC(N[C@H](C(=O)NC)CCCC1=CC=C(C=C1)C(F)(F)F)=O (S)-(1-(methylamino)-1-oxo-5-(4-(trifluoromethyl)phenyl)pent-2-yl)carbamic acid tert-butyl ester